n-octyl-tin (isooctylthioglycolate) C(CCCCC(C)C)C(C(=O)[O-])S.C(CCCCCCC)[Sn+3].C(CCCCC(C)C)C(C(=O)[O-])S.C(CCCCC(C)C)C(C(=O)[O-])S